[K+].NCCS(=O)(=O)[O-] Taurine potassium salt